ethyl (1R,2S)-2-((S)-3-(((benzyloxy)carbonyl)amino)-2-oxopyrrolidin-1-yl)-5-oxocyclohexane-1-carboxylate C(C1=CC=CC=C1)OC(=O)N[C@@H]1C(N(CC1)[C@@H]1[C@@H](CC(CC1)=O)C(=O)OCC)=O